NCC=1C=CC(=C(C(=O)NC2(CC2)C2=CC(=CC(=C2)C=2SC=CC2)C=2C=NN(C2)C)C1)C 5-(aminomethyl)-2-methyl-N-(1-(3-(1-methyl-1H-pyrazol-4-yl)-5-(thiophen-2-yl)phenyl)cyclopropyl)benzamide